N-[2-(2,6-Dimethoxybenzoimidazol-1-yl)ethyl]acetamide COC1=NC2=C(N1CCNC(C)=O)C=C(C=C2)OC